Cl.NCC=1C=C2CN(C(C2=CC1)=O)C1(C(NC(CC1)=O)=O)C 3-(5-(aminomethyl)-1-oxoisoindolin-2-yl)-3-methylpiperidine-2,6-dione HCl salt